C(C)OC(=O)C1=CC2=C(S1)C=CC(=C2)S(NCCC2=CC=CC=C2)(=O)=O 5-(N-phenethylsulfamoyl)benzo[b]thiophene-2-carboxylic acid ethyl ester